(R)-N-(4-((2-((5-(tert-butyl)-4-(tetrahydrofuran-3-yl)thiazol-2-yl)amino)-7-methoxy-1-methyl-1H-imidazo[4,5-b]pyridin-6-yl)oxy)pyridin-2-yl)acetamide C(C)(C)(C)C1=C(N=C(S1)NC=1N(C=2C(=NC=C(C2OC)OC2=CC(=NC=C2)NC(C)=O)N1)C)[C@@H]1COCC1